2-(1-((2r,3r)-3-(2,4-difluorophenyl)-3-hydroxy-4-(1H-1,2,4-triazol-1-yl)-2-butyl)piperidin-4-ylidene)-N-(3-bromophenyl)acetamide FC1=C(C=CC(=C1)F)[C@]([C@@H](C)N1CCC(CC1)=CC(=O)NC1=CC(=CC=C1)Br)(CN1N=CN=C1)O